6-bromo-4-chloro-7-hydroxy-2,3-dihydro-1H-inden-1-one BrC1=CC(=C2CCC(C2=C1O)=O)Cl